C12CN(CC(N1)C2)C=2OC=1C(N2)=C(C=CC1C=1SC=CN1)S(=O)(=O)NC 2-(3,6-diazabicyclo[3.1.1]heptan-3-yl)-N-methyl-7-(thiazol-2-yl)-benzo[d]oxazole-4-sulfonamide